FC=1C(=NC=C(C1)F)C=1C=C2C(=NC=NC2=C(C1)OC)NCC=1N=NC(=CC1)C 6-(3,5-difluoropyridin-2-yl)-8-methoxy-N-((6-methylpyridazin-3-yl)methyl)quinazolin-4-amine